(R)-2-(2,6-dioxopiperidin-3-yl)-5-(3-azaspiro[5.5]undecan-9-yl)-3,5-dihydro-1H-pyrrolo[3,4-c]pyridine-1,4(2H)-dione O=C1NC(CC[C@H]1N1CC=2C(N(C=CC2C1=O)C1CCC2(CCNCC2)CC1)=O)=O